FC(C[C@@H](C(=O)NC1=NC=CC(=C1)C1=C(C=2C(N(C=CC2N1)C)=O)C1=CC=C(C=C1)F)C1=CC=C(C=C1)F)F (2R)-4,4-Difluoro-2-(4-fluorophenyl)-N-{4-[3-(4-fluorophenyl)-5-methyl-4-oxo-4,5-dihydro-1H-pyrrolo[3,2-c]pyridin-2-yl]pyridin-2-yl}butanamid